OC1C(COC1)NC(=O)C=1N(N=C2C=CC(=CC12)OCC=1C(=NC=CC1)C(F)(F)F)C N-[4-hydroxy-oxolan-3-yl]-2-methyl-5-{[2-(trifluoromethyl)pyridin-3-yl]methoxy}-2H-indazole-3-carboxamide